6-[8-(1,3-benzothiazol-2-ylcarbamoyl)-3,4-dihydroisoquinolin-2(1H)-yl]-3-{1-[(1-methoxy-3,3-dimethylcyclohexyl)methyl]-5-methyl-1H-pyrazol-4-yl}pyridine-2-carboxylic acid S1C(=NC2=C1C=CC=C2)NC(=O)C=2C=CC=C1CCN(CC21)C2=CC=C(C(=N2)C(=O)O)C=2C=NN(C2C)CC2(CC(CCC2)(C)C)OC